C(C)(C)(C)C=1C(=NC(=NC1C1=C(C=CC=C1)C)NS(=O)(=O)C=1C=NN(C1)C)OC1=C(C(=CC=C1)N1CCN(CC1)C)Cl N-[5-tert-butyl-4-[2-chloro-3-(4-methylpiperazin-1-yl)phenoxy]-6-(o-tolyl)pyrimidin-2-yl]-1-methyl-pyrazole-4-sulfonamide